tert-butyl 6-(3-nitro-4-(1-oxo-1,2,3,4-tetrahydroisoquinolin-6-yl)-1H-pyrazol-1-yl)-2,3-dihydro-4H-benzo[b][1,4]oxazine-4-carboxylate [N+](=O)([O-])C1=NN(C=C1C=1C=C2CCNC(C2=CC1)=O)C1=CC2=C(OCCN2C(=O)OC(C)(C)C)C=C1